7-chloro-6-methoxy-3,4-dihydro-2H-benzo[b][1,4]oxazine ClC=1C(=CC2=C(OCCN2)C1)OC